1,5-dioxopentane-2-sulfonate O=CC(CCC=O)S(=O)(=O)[O-]